tert-butyl N-[(1R,2S,3S)-3-tert-butoxy-2-[[tert-butyl(dimethyl)silyl]oxymethyl]cyclobutyl]-N-methyl-carbamate C(C)(C)(C)O[C@@H]1[C@@H]([C@@H](C1)N(C(OC(C)(C)C)=O)C)CO[Si](C)(C)C(C)(C)C